tert-butyl (3-cyano-4-(5,5-dimethyl-1,3,2-dioxaborolan-2-yl)-7-fluorobenzo[b]thiophen-2-yl)carbamate C(#N)C=1C2=C(SC1NC(OC(C)(C)C)=O)C(=CC=C2B2OC(CO2)(C)C)F